dichloro-ruthenamethane Cl[Ru]Cl